{3-[(1R)-1-amino-8-azaspiro[4.5]decan-8-yl]-5-methyl-6-[(1-methyl-1H-indol-7-yl)mercapto]pyrazin-2-yl}methanol N[C@@H]1CCCC12CCN(CC2)C=2C(=NC(=C(N2)C)SC=2C=CC=C1C=CN(C21)C)CO